FC(OC1=CC=C(C=C1)N1C(C2=CC=CC=C2C1)=O)(F)F 2-(4-(trifluoromethoxy)phenyl)isoindol-1-one